(R)-piperidinol N1(CCCCC1)O